C/C(/C(=O)OCC)=C/C(CC(=O)OC1=CC=CC=C1)(C)C (Z)-ethyl 2,4,4-trimethyl-5-phenoxycarbonyl-2-pentenoate